FC1=CC=C(C=C1)C1=CC(=C(C=C1)CN)C1=NN(C=C1)CC(C)C (4'-fluoro-3-(1-isobutyl-1H-pyrazol-3-yl)-[1,1'-biphenyl]-4-yl)methanamine